3-(3-cyanobenzyloxy)-N-(pyridin-3-yl)thiophene-2-carboxamide sodium L-asparaginate N[C@@H](CC(N)=O)C(=O)[O-].[Na+].C(#N)C=1C=C(COC2=C(SC=C2)C(=O)NC=2C=NC=CC2)C=CC1